(S)-3-ethyl-5-(((3-hydroxytetrahydrofuran-3-yl)methyl)amino)-8-(4-(trifluoromethyl)phenyl)pyrido[4,3-d]pyrimidin-4(3H)-one C(C)N1C=NC2=C(C1=O)C(=NC=C2C2=CC=C(C=C2)C(F)(F)F)NC[C@@]2(COCC2)O